C(C)(=O)C=1C2=C(C(=NC1)N)C(=NN2[C@@H]2CN(CC2)C(C=C)=O)C#CC2=CC(=NC(=C2)OC)OC (S)-1-(3-(7-acetyl-4-amino-3-((2,6-dimethoxypyridin-4-yl)ethynyl)-1H-pyrazolo[4,3-c]pyridin-1-yl)pyrrolidin-1-yl)prop-2-en-1-one